FC1=CC=C(OC=2C=CC=NC2)C=C1 5-(4-fluorophenoxy)pyridin